C(CCC)N(CCCC)C=1C=CC=2N(C3=CC=C(C=C3SC2C1)OC)C(=O)OC(C)(C)C tert-Butyl 3-(N,N-Dibutylamino)-7-methoxy-10H-phenothiazin-10-carboxylate